N(=C=O)C1=C(C=CC=C1OC)C1=CC=CC=C1 isocyanato-3-methoxy-1,1'-biphenyl